C(CC=C)C1=CC(=NC=C1)C1=NC=CC(=C1)C 4-(but-3-en-1-yl)-4'-methyl-2,2'-bipyridine